6-methoxy-5-nitrobenzo[b]Thiophene-2-carboxylic acid methyl ester COC(=O)C1=CC2=C(S1)C=C(C(=C2)[N+](=O)[O-])OC